rhenium-cobalt-nickel [Ni].[Co].[Re]